SC(=O)O mercaptocarboxylic acid